1-(triphenylmethyl)-1H-imidazole-4-carbaldehyde C1(=CC=CC=C1)C(N1C=NC(=C1)C=O)(C1=CC=CC=C1)C1=CC=CC=C1